methyl (S)-1-((S)-2-((tert-butoxycarbonyl)amino)-3-((S)-morpholin-2-yl)propanoyl)hexahydropyridazine-3-carboxylate C(C)(C)(C)OC(=O)N[C@H](C(=O)N1N[C@@H](CCC1)C(=O)OC)C[C@H]1CNCCO1